1-(4-(3-fluoro-5-(trifluoromethyl)benzyl)pyridin-2-yl)-5-(2-hydroxyethyl)-1,5,6,7-tetrahydro-4H-pyrazolo[4,3-c]pyridin-4-one FC=1C=C(CC2=CC(=NC=C2)N2N=CC=3C(N(CCC32)CCO)=O)C=C(C1)C(F)(F)F